C1(CC1)[C@]1(C(NC(N1)=O)=O)CCC(=O)N1C[C@@H](C2=C(CC1)C=C(C(=C2)Cl)Cl)C (S)-5-cyclopropyl-5-(3-((R)-7,8-dichloro-1-methyl-1,2,4,5-tetrahydro-3H-benzo[d]azepin-3-yl)-3-oxopropyl)imidazolidine-2,4-dione